CC1=C(C=C(S1)C=O)C1OCCC2=CC=C(C=C12)C#C[Si](C)(C)C 5-Methyl-4-{7-[(trimethylsilyl)ethynyl]-3,4-dihydro-1H-isochromen-1-yl}thiophene-2-carbaldehyde